tert-butyl 6-[7-[2-[2-(3-ethoxy-3-oxo-propoxy)ethoxy]-4-fluoro-phenyl]thieno[2,3-d]pyridazin-4-yl]-3,4-dihydro-1H-isoquinoline-2-carboxylate C(C)OC(CCOCCOC1=C(C=CC(=C1)F)C=1N=NC(=C2C1SC=C2)C=2C=C1CCN(CC1=CC2)C(=O)OC(C)(C)C)=O